FC(C1=C(CN2C(=NC3=C2C=CC=C3)C=O)C=CC=C1)(F)F 1-(2-(trifluoromethyl)benzyl)-1H-benzimidazole-2-carbaldehyde